C(C)N(C([O-])=S)CC diethylthiocarbamate